C(C(=C)C)(=O)OCCCCO[Si](C(C)C)(C(C)C)C(C)C gamma-methacryloxypropyl-triisopropyl-methoxysilane